N1(N=CN=C1)C1=NC=CC(=N1)COC1=CC=CC=C1 4-((2-(1H-1,2,4-triazol-1-yl)pyrimidin-4-yl)methoxy)benzene